Kalium isobutyrat C(C(C)C)(=O)[O-].[K+]